(3-methylbenzene) phosphate P(=O)(O)(O)O.CC=1C=CC=CC1